NCCC(CC[Si](OC)(OC)C)N gamma-(2-aminoethyl)-3-aminopropyl-methyl-dimethoxysilane